C(C1=CC=CC=C1)[C@@]1([C@H](OCC2=CC=CC=C2)[C@@H](OCC2=CC=CC=C2)[C@@H](O)[C@H](O1)C(=O)[O-])O[C@@H]1[C@H]([C@H](OCC=C)O[C@@H]([C@@H]1OCC1=CC=CC=C1)COCC1=CC=CC=C1)NC(C(Cl)(Cl)Cl)=O Allyl (benzyl 2,3-di-O-benzyl-β-D-galactopyranosyluronate)-(1→3)-4,6-di-O-benzyl-2-deoxy-2-trichloroacetamido-β-D-galactopyranoside